COC1=CC=C(C=C1)C1=C(NC=2N(C1=O)N=C(C2C2=CC=CC=C2)C2=CC=CC=C2)NC2=NC=CN=C2 6-(4-methoxyphenyl)-2,3-diphenyl-5-(pyrazin-2-ylamino)-pyrazolo[1,5-a]pyrimidin-7(4H)-one